C12CN(CC(C1)C2)CC#N 2-(3-azabicyclo[3.1.1]hept-3-yl)acetonitrile